ClC1=CC=C(C=N1)NC1=NC=CC2=CC(=CC=C12)OC1CCN(CC1)S(=O)(=O)C N-(6-chloropyridin-3-yl)-6-((1-(methylsulfonyl)piperidin-4-yl)oxy)isoquinolin-1-amine